ClC1CCN(CC1)C1=CC=C(C=N1)C1=C2C=C(C(=CC2=CC=2C=COC21)OC)OC 9-(6-(4-chloropiperidin-1-yl)pyridin-3-yl)-6,7-dimethoxynaphtho[2,3]furan